3-(1-Methyl-7-((1-(2-methyl-1H-imidazole-5-carbonyl)piperidin-4-yl)oxy)-1H-indazol-3-yl)piperidine-2,6-dione CN1N=C(C2=CC=CC(=C12)OC1CCN(CC1)C(=O)C1=CN=C(N1)C)C1C(NC(CC1)=O)=O